6-(6-METHOXYPYRIDIN-3-YL)PYRIMIDIN COC1=CC=C(C=N1)C1=CC=NC=N1